triptane succinate C(CCC(=O)O)(=O)O.CC(C)(C)C(C)C